C1(=CC(=CC=C1)C(=O)N1C(C1)C)C(=O)N1C(C1)C 1,1'-(1,3-phenylenedicarbonyl)bis[2-methyl-aziridine]